(S)-2-((S)-4,4-difluoro-3-(5-oxo-4,5-dihydropyrazin-2-yl)piperidin-1-yl)-N-(2,2-difluoro-[1,3]dioxolo[4',5':4,5]benzo[1,2-d]thiazol-6-yl)propanamide FC1([C@@H](CN(CC1)[C@H](C(=O)NC=1SC2=C(N1)C=C1C(=C2)OC(O1)(F)F)C)C=1N=CC(NC1)=O)F